O1CC[C@@H](C2=NC=CC=C21)N(C)C[C@@H]2N(CC1=CC=CC(=C1C2)N2C(COCC2)=O)C(=O)OC(C)(C)C tert-butyl (R)-3-((((S)-3,4-dihydro-2H-pyrano[3,2-b]pyridin-4-yl)(methyl)amino)methyl)-5-(3-oxomorpholino)-3,4-dihydroisoquinoline-2(1H)-carboxylate